FC(C1=NC=CC(=C1)N1CC(C1)CC=O)(F)F 2-{1-[2-(trifluoromethyl)pyridin-4-yl]azetidin-3-yl}ethan-1-one